COC=1N=NC(=NN1)OC 3,6-dimethoxy-1,2,4,5-tetrazine